(R)-2-ethyl-2,3-dihydro-[1,4]oxazepino[6,7-c]quinoline-4(5H)-carboxylic acid tert-butyl ester C(C)(C)(C)OC(=O)N1C[C@H](OC2=C(C=NC=3C=CC=CC23)C1)CC